(4-(naphthalen-2-yl)phenyl-2,3,5,6-d4)-boronic acid C1=C(C=CC2=CC=CC=C12)C1=C(C(=C(C(=C1[2H])[2H])B(O)O)[2H])[2H]